(1R,6R,7R)-7-((4-benzylpiperidin-1-yl)sulfonyl)-4-fluoro-2-methyl-2-azabicyclo[4.2.0]oct-4-en-3-one C(C1=CC=CC=C1)C1CCN(CC1)S(=O)(=O)[C@H]1[C@@H]2C=C(C(N([C@@H]2C1)C)=O)F